6-(((tert-butyldimethylsilyl)oxy)methyl)-2-methylimidazo[1',2':1,6]pyrido[2,3-b]pyrazin-3(4H)-one [Si](C)(C)(C(C)(C)C)OCC1=CC2=C(N=C(C(N2)=O)C)N2C1=NC=C2